CN(C12CCC(CC1)(CC2)C2(OC=1C(=C(C=3CCN(C(C3C1C)=O)CC=1C(NC(=CC1OC)C)=O)C)O2)C)C 2-(4-(dimethylamino)bicyclo[2.2.2]oct-1-yl)-6-((4-methoxy-6-methyl-2-oxo-1,2-dihydropyridin-3-yl)methyl)-2,4,9-trimethyl-7,8-dihydro[1,3]dioxolo[4,5-g]isoquinolin-5(6H)-one